O=C[C@@H](O)[C@@H](O)[C@@H](O)[C@H](O)C(=O)OCC ethyl taluronate